ethyl 2-(2-((tert-butyldimethylsilyl)oxy)phenyl)hexanoate [Si](C)(C)(C(C)(C)C)OC1=C(C=CC=C1)C(C(=O)OCC)CCCC